CC1(CC1)NCC1=C2C(=NC(=C1)C#N)C1(CN2)CC1 7'-(((1-methylcyclopropyl)amino)methyl)-1',2'-dihydrospiro[cyclopropane-1,3'-pyrrolo[3,2-b]pyridine]-5'-carbonitrile